2-(1-(6,7-dimethoxycinnolin-4-yl)azetidin-3-yl)ethanamine COC=1C=C2C(=CN=NC2=CC1OC)N1CC(C1)CCN